4-methylpyridine-2,3-dicarboxylic acid dimethyl ester COC(=O)C1=NC=CC(=C1C(=O)OC)C